4-(2-acryloyl-2,6-diazaspiro[3.4]octan-6-yl)-6-(1,6-dimethyl-1H-indazol-7-yl)-2-(4-((S)-3,4-dimethylpiperazin-1-yl)piperidin-1-yl)pyrimidine-5-carbonitrile C(C=C)(=O)N1CC2(C1)CN(CC2)C2=NC(=NC(=C2C#N)C=2C(=CC=C1C=NN(C21)C)C)N2CCC(CC2)N2C[C@@H](N(CC2)C)C